CN(C=1C=C(C=CC1)C(CC#N)=O)C 3-[3-(dimethylamino)phenyl]-3-oxo-propanenitrile